tert-Butyl [(R)-(3-chlorophenyl){5-[(S)-(4-chloropyrimidin-5-yl)(hydroxy)methyl]-3-thienyl}methyl]carbamate ClC=1C=C(C=CC1)[C@H](C1=CSC(=C1)[C@@H](O)C=1C(=NC=NC1)Cl)NC(OC(C)(C)C)=O